3-(4-chloro-3,5-difluorophenyl)-N-(4-(hydroxymethyl)-3-(pyridin-4-yl)-1H-pyrazol-5-yl)propenamide ClC1=C(C=C(C=C1F)C=CC(=O)NC1=C(C(=NN1)C1=CC=NC=C1)CO)F